cis-n-docosa-13-enoic acid C(CCCCCCCCCCC\C=C/CCCCCCCC)(=O)O